C(C1=CC=CC=C1)OC(=O)N1CC(CC1)O N-(benzyloxycarbonyl)-3-hydroxypyrrolidine